3-(bromometh-yl)-5-(trifluorometh-yl)isoxazole BrCC1=NOC(=C1)C(F)(F)F